ClC1=C(C=CC=C1Cl)N1CCN(CC1)CC[C@@H]1CC[C@H](CC1)NC(OC)=O Methyl (trans-4-(2-(4-(2,3-dichlorophenyl)piperazin-1-yl)ethyl)cyclohexyl)carbamate